6-((2-butyloctyl)oxy)-N,N,N-trimethyl-6-oxohexane-1-aminium iodide [I-].C(CCC)C(COC(CCCCC[N+](C)(C)C)=O)CCCCCC